1-(3-(dimethylamino)-4-fluorophenyl)-3-((5-(2,6-dioxopiperidin-3-yl)-6-oxo-5,6-dihydro-4H-thieno[2,3-c]pyrrol-2-yl)methyl)urea CN(C=1C=C(C=CC1F)NC(=O)NCC1=CC2=C(C(N(C2)C2C(NC(CC2)=O)=O)=O)S1)C